C(C=C)(=O)N1CC(CCC1)C=1C=C(C=CC1)NCC1=CC=C(C=C1)NC1=NC=C(C(=N1)NC1=C(C(=O)NC(C)C)C=CC=C1)C(F)(F)F 2-((2-((4-(((3-(1-acryloylpiperidin-3-yl)phenyl)amino)methyl)phenyl)amino)-5-(trifluoromethyl)pyrimidin-4-yl)amino)-N-isopropylbenzamide